C(C)(=O)O[C@H]1[C@@H](O[C@@H]([C@H]1F)COC(C)=O)N1C2=NC(=NC=C2N(C1=O)CC=1C=CSC1)N 4-((9-((2R,3S,4R,5R)-3-acetoxy-5-(acetoxymethyl)-4-fluorotetrahydrofuran-2-yl)-2-amino-8-oxo-8,9-dihydro-7H-purin-7-yl)methyl)thiophen